S(=O)(=O)=C1C(CCC1)C(=O)[O-] sulfonylcyclopentanecarboxylate